C(CCC)OC1=NC2=CC=C(C=C2C=C1)[N+](=O)[O-] 2-butoxy-6-nitroquinoline